ethyl 1-cyclopropyltriazole-4-carboxylate C1(CC1)N1N=NC(=C1)C(=O)OCC